FC=1C=C(C=CC1F)[C@H]1[C@@H](CN(C1)CCOC)NC(=O)NC1=C(C(=NN1C1=CC=CC=C1)OC[C@@H](CC)O)C 1-((3S,4R)-4-(3,4-difluorophenyl)-1-(2-methoxyethyl)pyrrolidin-3-yl)-3-(3-((R)-2-hydroxybutoxy)-4-methyl-1-phenyl-1H-pyrazol-5-yl)urea